5-bromo-7-chloro-2-(methoxymethyl)quinoxaline tert-butyl-3,3-difluoro-4-(4,4,5,5-tetramethyl-1,3,2-dioxaborolan-2-yl)-3,6-dihydropyridine-1(2H)-carboxylate C(C)(C)(C)OC(=O)N1CC(C(=CC1)B1OC(C(O1)(C)C)(C)C)(F)F.BrC1=C2N=CC(=NC2=CC(=C1)Cl)COC